(R)-1-butyl-3-(3-chloro-4-fluorophenyl)-1-(1-(1-methoxyisoquinolin-4-yl)ethyl)urea C(CCC)N(C(=O)NC1=CC(=C(C=C1)F)Cl)[C@H](C)C1=CN=C(C2=CC=CC=C12)OC